CC1C(CCC(C1O)=C)O 2-methyl-4-methylenecyclohexane-1,3-diol